BrC=1C(=C(C=C(C1)F)C=1C(=NN(C1C)C)C)F 4-(3-bromo-2,5-difluorophenyl)-1,3,5-trimethyl-1H-pyrazole